CC(=CCCC=1C[C@H](CCC1)COC(C)=O)C acetic acid [(1S)-3-(4-methylpent-3-enyl)-1-cyclohex-3-enyl]Methyl ester